CSCCSCCSCCSCC(=O)O 2,5,8,11-tetrathiatridecan-13-oic acid